1,3,4,5-Tetrakis[(E)-2-(3,4-dihydroxyphenyl)ethenyl-carbonyloxy]cyclohexane-carboxylic acid OC=1C=C(C=CC1O)/C=C/C(=O)OC1(CC(C(C(C1)OC(=O)\C=C\C1=CC(=C(C=C1)O)O)OC(=O)\C=C\C1=CC(=C(C=C1)O)O)OC(=O)\C=C\C1=CC(=C(C=C1)O)O)C(=O)O